CN1N=NC2=C1C=CC(=C2C)[C@H](CC(=O)OCC)C=2C=C(C1=C(C=CS1)C2)CN2CC1=C(C[C@@H](C2)CC)C=CC=N1 ethyl (3R)-3-(1,4-dimethyl-1H-benzotriazol-5-yl)-3-(7-{[(6S)-6-ethyl-5,6,7,9-tetrahydro-8H-pyrido[2,3-c]azepin-8-yl]methyl}-1-benzothiophen-5-yl)propanoate